C(C)C1=C(C=CC=C1)C1=CC(=CC(=C1)F)C(=O)O 2'-ethyl-5-fluoro-[1,1'-biphenyl]-3-carboxylic acid